ClC1=C(N(C=C1)C)C1=NN=C(S1)NC(=O)C1=CC(=C(C(O1)=O)OC)NCCO N-(5-(3-chloro-1-methyl-1H-pyrrol-2-yl)-1,3,4-thiadiazol-2-yl)-4-((2-hydroxyethyl)amino)-3-methoxy-2-oxo-2H-pyran-6-carboxamide